FC1=CC=C(C=C1)CCNC(N([C@H]1CN(CCC1)C=1N=NC=CC1)C)=O 3-[2-(4-fluorophenyl)ethyl]-1-methyl-1-[(3R)-1-(pyridazin-3-yl)piperidin-3-yl]urea